tris(linoleate) aluminum [Al+3].C(CCCCCCC\C=C/C\C=C/CCCCC)(=O)[O-].C(CCCCCCC\C=C/C\C=C/CCCCC)(=O)[O-].C(CCCCCCC\C=C/C\C=C/CCCCC)(=O)[O-]